BrCC1=CC=C(C=C1)B1OC(C(O1)(C)C)(C)C 2-(4-(bromomethyl)phenyl)-4,4,5,5-tetramethyl-1,3,2-dioxaborolane